NC1=C(C(N(C(=N1)N1CCC2([C@@H]([C@@H](OC2)C)N)CC1)C)=O)C1(CC1)C1=CC=CC=C1 6-amino-2-((3S,4S)-4-amino-3-methyl-2-oxa-8-azaspiro[4.5]decan-8-yl)-3-methyl-5-(1-phenylcyclopropyl)pyrimidin-4(3H)-one